C(C=C)(=O)N1CC(C1)N1C=C(C2=CC(=CC=C12)C1=C(C=CC=C1O)F)C#N 1-(1-acryloylazetidin-3-yl)-5-(2-fluoro-6-hydroxyphenyl)-1H-indole-3-carbonitrile